CNC(=O)C1=CC=C(C=C1)C=1N=C2SC3=C(C=NC(=C3)C(=O)NCCCN3CCCCC3)N2C1 (4-(methylcarbamoyl)phenyl)-N-(3-(piperidin-1-yl)propyl)imidazo[2',1':2,3]thiazolo[4,5-c]pyridine-7-carboxamide